5,6-dihydropyridine N1=CC=CCC1